9-(4-cyclohexylphenyl)-3,4-dihydropyrido[2,1-c][1,2,4]thiadiazine 2,2-dioxide C1(CCCCC1)C1=CC=C(C=C1)C1=CC=CN2C1=NS(CC2)(=O)=O